N-(3-Methyl-butyl)-3-[3-((E)-2-pyridin-2-yl-vinyl)-phenylamino]-benzamide CC(CCNC(C1=CC(=CC=C1)NC1=CC(=CC=C1)\C=C\C1=NC=CC=C1)=O)C